CN1C(C=CC(=C1)B1OC(C)(C)C(C)(C)O1)=O 1-methyl-2-oxo-1,2-dihydropyridine-5-boronic acid pinacol ester